BrC=1C=C(C=NC1)C=1N=NN(C1)CC=1N=C2N(C=C(C=C2)CNCC2CCC2)C1 1-(2-((4-(5-bromopyridine-3-yl)-1H-1,2,3-triazol-1-yl)methyl)imidazo[1,2-a]pyridin-6-yl)-N-(cyclobutylmethyl)methylamine